(3,4-dihydroxyphenyl)(dimethyl)(3-sulfonatopropyl)ammonium OC=1C=C(C=CC1O)[N+](CCCS(=O)(=O)[O-])(C)C